methyl 2-{6-[2-(4-chloro-2-fluorophenyl)-2-methyl-1,3-benzodioxol-4-yl]-6-azaspiro[2.5]oct-1-yl}-1-(2-methoxyethyl)-1H-benzimidazole-6-carboxylate ClC1=CC(=C(C=C1)C1(OC2=C(O1)C=CC=C2N2CCC1(CC1C1=NC3=C(N1CCOC)C=C(C=C3)C(=O)OC)CC2)C)F